OCC1=CN=C(S1)N1N=CN=C1[C@H](C)NC(OC(C)(C)C)=O tert-butyl N-[(1S)-1-[2-[5-(hydroxymethyl)thiazol-2-yl]-1,2,4-triazol-3-yl]ethyl]carbamate